ClC1=CC(=CC=2C(=C(OC21)C)C(=O)OCC)O ethyl 7-chloro-5-hydroxy-2-methylbenzofuran-3-carboxylate